ClC1=CC(=C(COC2=NC=3CNCCC3C=C2C)C(=C1)F)F 2-((4-chloro-2,6-difluorobenzyl)oxy)-3-methyl-5,6,7,8-tetrahydro-1,7-naphthyridine